(S)-N-(1-(7-Methoxy-2-(trifluoromethyl)quinolin-5-yl)cyclopropyl)-2-methyl-5-((1-methylazetidin-2-yl)methoxy)benzamide COC1=CC(=C2C=CC(=NC2=C1)C(F)(F)F)C1(CC1)NC(C1=C(C=CC(=C1)OC[C@H]1N(CC1)C)C)=O